N1=C(NC2=NC=CC=C21)C2=NNC=1C2=NC=CC1 3-(3h-imidazo[4,5-b]pyridine-2-yl)-1h-pyrazolo[4,3-b]pyridine